CC1CCC(C2=CC=CC=C12)N(C(C(NC=1C2=C(C=NC1)C=NN2COCC[Si](C)(C)C)=O)=O)CC2=NC=C(C=C2)C(F)(F)F N'-(4-methyltetralin-1-yl)-N'-[[5-(trifluoromethyl)-2-pyridyl]methyl]-N-[1-(2-trimethylsilylethoxymethyl)pyrazolo[4,3-c]pyridin-7-yl]oxamide